4-nitrophenyl (trans-(3SR,4SR)-4-(pyridin-2-yldisulfanyl)tetrahydrofuran-3-yl) carbonate C(OC1=CC=C(C=C1)[N+](=O)[O-])(O[C@H]1COC[C@@H]1SSC1=NC=CC=C1)=O |r|